CC1=NOC(=N1)N1CCC(CC1)C(=O)O 1-(3-methyl-1,2,4-oxadiazol-5-yl)piperidine-4-carboxylic acid